3-bromo-6,7-dichloro-1H-indole BrC1=CNC2=C(C(=CC=C12)Cl)Cl